5-nitro-N-(2-((2-oxoazepan-3-yl)carbamoyl)phenyl)benzo[b]thiophene-2-carboxamide [N+](=O)([O-])C1=CC2=C(SC(=C2)C(=O)NC2=C(C=CC=C2)C(NC2C(NCCCC2)=O)=O)C=C1